5-[2-(3-Chloro-4-trifluoromethyl-phenylamino)-5-methyl-pyrimidin-4-ylamino]-3H-benzooxazol-2-one ClC=1C=C(C=CC1C(F)(F)F)NC1=NC=C(C(=N1)NC=1C=CC2=C(NC(O2)=O)C1)C